CN1C(CCC1)=O N-methyl-pyrrolidin-2-one